1,4-bis[3-propoxy-2-hydroxy-propylamino]benzene C(CC)OCC(CNC1=CC=C(C=C1)NCC(COCCC)O)O